(R)-4-(7-(3-chlorophenyl)-5-cyclopentyl-7H-pyrrolo[2,3-d]pyrimidin-4-yl)-3-methylpiperazine-1-carboxylic acid tert-butyl ester C(C)(C)(C)OC(=O)N1C[C@H](N(CC1)C=1C2=C(N=CN1)N(C=C2C2CCCC2)C2=CC(=CC=C2)Cl)C